N-(4,5-dimethylisoxazol-3-yl)-2'-(ethoxymethyl)-4'-Formyl-N-((2-methoxyethoxy)methyl)-[1,1'-biphenyl]-2-sulfonamide CC=1C(=NOC1C)N(S(=O)(=O)C=1C(=CC=CC1)C1=C(C=C(C=C1)C=O)COCC)COCCOC